NC1=CC(=C(N=N1)C=1CCN(CC1)C(=O)[O-])C 4-(6-amino-4-methylpyridazin-3-yl)-1,2,3,6-tetrahydropyridine-1-carboxylate